BrC1=CC(=C2C(=N1)N=C(O2)C)CBr 5-bromo-7-(bromomethyl)-2-methyloxazolo[4,5-b]pyridine